tert-butyl 3-acetamido-5-hydroxyindole-1-carboxylate C(C)(=O)NC1=CN(C2=CC=C(C=C12)O)C(=O)OC(C)(C)C